1-[2-cyano-4-(trifluoromethyl)phenyl]-4-{3'-methoxy-[2,2'-bipyridine]-5-yl}-N-[(3S)-1-methylpyrrolidin-3-yl]piperidine-4-carboxamide C(#N)C1=C(C=CC(=C1)C(F)(F)F)N1CCC(CC1)(C(=O)N[C@@H]1CN(CC1)C)C=1C=CC(=NC1)C1=NC=CC=C1OC